(2S,3S)-3-(4-fluoro-2-methoxylphenyl)-4-methylpentan-2-yl N-[(3-acetoxy-4-methoxypyridin-2-yl)carbonyl]-L-alaninate C(C)(=O)OC=1C(=NC=CC1OC)C(=O)N[C@@H](C)C(=O)O[C@@H](C)[C@@H](C(C)C)C1=C(C=C(C=C1)F)OC